FC1=CC(=C(C=C1)NC1=C(C(=O)NC=2C=NC(=CC2)OC)C=CC(=C1)C(F)(F)F)C 2-((4-fluoro-2-methylphenyl)amino)-N-(6-methoxypyridin-3-yl)-4-(trifluoromethyl)benzamide